C1(CC1)N(C(=O)C=1C=CC2=C(OCC(N2)=O)C1)CC1=CC=C(C=C1)C(NC=1C=C2CCNCC2=CC1)=O N-cyclopropyl-3-oxo-N-(4-((1,2,3,4-tetrahydroisoquinolin-6-yl)carbamoyl)benzyl)-3,4-dihydro-2H-benzo[b][1,4]oxazine-7-carboxamide